(2S,5R)-4-(tert-butoxycarbonyl)-5-(((tert-butyldiphenylsilyl)oxy)methyl)morpholine-2-carboxylic acid C(C)(C)(C)OC(=O)N1C[C@H](OC[C@@H]1CO[Si](C1=CC=CC=C1)(C1=CC=CC=C1)C(C)(C)C)C(=O)O